CN1[C@H]2[C@@H](CC1)CC[C@@H]2OC=2C=C1CN(C(C1=CC2)=O)C2C(NC(CC2)=O)=O 3-(5-(((3aR,6S,6aS)-1-methyl-octahydrocyclopenta[b]pyrrol-6-yl)oxy)-1-oxo-isoindolin-2-yl)piperidine-2,6-dione